((tert-butyldimethylsilyl)oxy)-2,3-dihydro-1H-indene-5-carbonitrile [Si](C)(C)(C(C)(C)C)OC1CCC2=CC(=CC=C12)C#N